(2-chlorophenyl)(diphenyl)methane ClC1=C(C=CC=C1)C(C1=CC=CC=C1)C1=CC=CC=C1